9α,21-dichloro-11β,17-dihydroxy-16α-methyl-pregna-1,4-diene-3,20-dione Cl[C@@]12[C@]3(C=CC(C=C3CC[C@H]1[C@@H]1C[C@H]([C@](C(CCl)=O)([C@]1(C[C@@H]2O)C)O)C)=O)C